N-((4aS,6aR,6bS,8aR,12aS,14aR,14bS)-11-cyano-2,2,6a,6b,9,9,12a-heptamethyl-10,14-dioxo-1,2,3,4,4a,5,6,6a,6b,7,8,8a,9,10,12a,14,14a,14b-octadecahydropicen-4a-yl)-2,2-difluoropropanamide C(#N)C=1C(C([C@@H]2CC[C@]3([C@@]4(CC[C@]5(CCC(C[C@H]5[C@H]4C(C=C3[C@]2(C1)C)=O)(C)C)NC(C(C)(F)F)=O)C)C)(C)C)=O